(1s,4s)-4-(2-(3,3-difluorocyclobutylamino)-8-(2,6-difluorophenylamino)-9H-purin-9-yl)cyclohexanecarboxamide FC1(CC(C1)NC1=NC=C2N=C(N(C2=N1)C1CCC(CC1)C(=O)N)NC1=C(C=CC=C1F)F)F